(S)-2-(3-aminoprop-1-yn-1-yl)-5-(3-(2-(4-(4-chlorophenyl)-2,3,9-trimethyl-6H-thieno[3,2-f][1,2,4]triazolo[4,3-a][1,4]diazepin-6-yl)acetamido)propanamido)benzoic acid NCC#CC1=C(C(=O)O)C=C(C=C1)NC(CCNC(C[C@H]1C=2N(C3=C(C(=N1)C1=CC=C(C=C1)Cl)C(=C(S3)C)C)C(=NN2)C)=O)=O